ethane-1,2-diyl bis(pyrrolidine-1-carboxylate) N1(CCCC1)C(=O)OCCOC(=O)N1CCCC1